2-((1s,6s)-6-aminocyclohex-3-en-1-yl)-N-benzyl-3,5-dichloro-1-(difluoromethyl)-1H-pyrrolo[3,2-b]pyridin-7-amine N[C@H]1CC=CC[C@@H]1C1=C(C2=NC(=CC(=C2N1C(F)F)NCC1=CC=CC=C1)Cl)Cl